sodium octyl-dithiourethane C(CCCCCCC)NC(=S)SCC.[Na]